Methyl (S)-2-(hydroxymethyl)-2-((5-nitro-1-(phenylsulfonyl)-1H-pyrrolo[2,3-b]pyridin-4-yl)amino)propanoate OC[C@](C(=O)OC)(C)NC1=C2C(=NC=C1[N+](=O)[O-])N(C=C2)S(=O)(=O)C2=CC=CC=C2